FC1([C@@H]([C@@H](N(C1)C(=O)[C@@H]1OCCC1)CC=1C(=C(C=CC1)C1=CC=CC=C1)F)NS(=O)(=O)C1CC1)F N-{(2S,3R)-4,4-difluoro-2-[(2-fluoro[1,1'-biphenyl]-3-yl)methyl]-1-[(2R)-oxolane-2-carbonyl]pyrrolidin-3-yl}cyclopropanesulfonamide